FC(C(=O)O)(F)F.NCC1=CC(=NC=C1)S(=O)(=O)C[C@H]1CN(C[C@H](C1)C(F)(F)F)S(=O)(=O)N1CCS(CC1)(=O)=O 4-(((3R,5S)-3-(((4-(aminomethyl)pyridin-2-yl)sulfonyl)methyl)-5-(trifluoromethyl)piperidin-1-yl)sulfonyl)thiomorpholine 1,1-dioxide 2,2,2-trifluoroacetate